3-(4-(3,6-diazabicyclo[3.1.1]heptan-6-yl)-5,6,7-trifluoro-1-oxoisoindolin-2-yl)piperidine-2,6-dione C12CNCC(N1C1=C3CN(C(C3=C(C(=C1F)F)F)=O)C1C(NC(CC1)=O)=O)C2